C1C(CC2=CC=CC=C12)NC1=NC=C(C=N1)C=1C(=NN(C1)CC(N1CC2=C(CC1)NN=N2)=O)C2=CC=C(C(=O)O)C=C2 4-(4-{2-[(2,3-Dihydro-1H-inden-2-yl)amino]pyrimidin-5-yl}-1-(2-oxo-2-{1H,4H,5H,6H,7H-[1,2,3]triazolo[4,5-c]pyridin-5-yl}ethyl)-1H-pyrazol-3-yl)benzoic acid